C(C)OC(=O)C=1C=NN(C1C(F)(F)F)C1CN(CCC1)C(=O)OC(C)(C)C.OCCNCCNCCN N-(2-hydroxyethyl) diethylenetriamine Tert-butyl 3-[4-(ethoxycarbonyl)-5-(trifluoromethyl)-1H-pyrazol-1-yl]piperidine-1-carboxylate